N-(2-(1-propyl-1H-pyrazol-3-yl)phenyl)-4-(2-(piperidin-1-yl)ethoxy)benzamide C(CC)N1N=C(C=C1)C1=C(C=CC=C1)NC(C1=CC=C(C=C1)OCCN1CCCCC1)=O